3-(4-bromo-2-cyclopropyl-1-methyl-1H-imidazol-5-yl)pyridine BrC=1N=C(N(C1C=1C=NC=CC1)C)C1CC1